The molecule is a hydroxy monocarboxylic acid that is furan substituted by a hydroxy group at position 5 and a carboxy group at position 2 respectively. It has a role as a Saccharomyces cerevisiae metabolite. It is a member of furans and a hydroxy monocarboxylic acid. C1=C(OC(=C1)O)C(=O)O